4-[5-[(1,3-Dihydro-1,3-dioxo-2H-inden-2-ylidene)methyl]-2-furanyl]-3-methylbenzoic acid O=C1C(C(C2=CC=CC=C12)=O)=CC1=CC=C(O1)C1=C(C=C(C(=O)O)C=C1)C